3-((imidazo[1,2-a]pyridine-3-carboxamido)methyl)-4-methylbenzoic acid lithium salt [Li+].N=1C=C(N2C1C=CC=C2)C(=O)NCC=2C=C(C(=O)[O-])C=CC2C